1-(1-(3-amino-4-fluorophenyl)-3-cyclopropyl-propyl)-3,4-dihydropyridin-2(1H)-one NC=1C=C(C=CC1F)C(CCC1CC1)N1C(CCC=C1)=O